C1(CC1)C(C)N(C(C(=O)OC)=O)C1COC2=C1C=CC(=C2)C(F)(F)F methyl 2-((1-cyclopropylethyl)(6-(trifluoromethyl)-2,3-dihydrobenzofuran-3-yl)amino)-2-oxoacetate